C[C@@H]1N(CC1)C1=NC(=CC(=N1)C=1C=NN(C1)C1CN(C1)C)C(F)(F)F 2-[(2S)-2-Methylazetidin-1-yl]-4-[1-(1-methylazetidin-3-yl)pyrazol-4-yl]-6-(trifluoromethyl)pyrimidine